ClC1=C(C(=O)N2CCN(CC2)C(=O)OC(C)(C)C)C=CC(=C1)NC(=O)C=1N(C(=CN1)C=1C(=NN(C1)C1=NC=C(C=C1)OC)C(F)(F)F)C tert-butyl 4-[2-chloro-4-[[5-[1-(5-methoxy-2-pyridyl)-3-(trifluoromethyl)pyrazol-4-yl]-1-methyl-imidazole-2-carbonyl] amino] benzoyl]piperazine-1-carboxylate